3-piperazin-yl-2,3-dihydro-1,4-dioxin N1(CCNCC1)C1COC=CO1